2-(5-bromo-2-phenyl-1H-benzo[d]imidazol-4-yloxy)-N,N-dimethylethylamine BrC1=C(C2=C(NC(=N2)C2=CC=CC=C2)C=C1)OCCN(C)C